FC1=CC=C(C=C1)C1=NN2C(OCC2)=C1C=1C=CC=2N(C1)C=CN2 6-(4-Fluorophenyl)-7-(imidazo[1,2-a]pyridin-6-yl)-2,3-dihydropyrazolo[5,1-b]oxazole